Cl.Cl.N[C@H](CCNCC=1C=NC=CC1)C [(3S)-3-Aminobutyl](3-pyridinylmethyl)amine dihydrochloride